N-(1-isoquinolylmethyl)ethanamine C1(=NC=CC2=CC=CC=C12)CNCC